2'-chloro-N-(6-(4-cyanobicyclo[2.2.2]octan-1-yl)thiazolo[4,5-b]pyrazin-2-yl)-5'-methoxy-6-methyl-[4,4'-bipyridine]-3-carboxamide ClC1=NC=C(C(=C1)C1=C(C=NC(=C1)C)C(=O)NC=1SC=2C(=NC=C(N2)C23CCC(CC2)(CC3)C#N)N1)OC